C1(=CC=CC=C1)NCC1=CN=C(S1)C(=O)NCC1=CC=C(C=C1)C(=O)NNCCC 5-(phenylamino)methyl-N-(4-(2-propylhydrazine-1-carbonyl)benzyl)thiazole-2-carboxamide